(3S)-3-{[1-(cyclobutylmethyl)-5-[2-(trifluoromethyl)phenyl]-1H-pyrazol-3-yl]formamido}-5-(3,3-difluoropiperidin-1-yl)pentanoic acid C1(CCC1)CN1N=C(C=C1C1=C(C=CC=C1)C(F)(F)F)C(=O)N[C@H](CC(=O)O)CCN1CC(CCC1)(F)F